iron (III) (hexyl phosphonate) C(CCCCC)P([O-])([O-])=O.[Fe+3].C(CCCCC)P([O-])([O-])=O.C(CCCCC)P([O-])([O-])=O.[Fe+3]